CS(=O)(=O)N1CCC(CC1)NC(=O)N1CCN(CC1)C1=C2C(=NC=C1)NC(N2)=O N-(1-(methylsulfonyl)piperidin-4-yl)-4-(2-oxo-2,3-dihydro-1H-imidazo[4,5-b]pyridin-7-yl)piperazine-1-carboxamide